ClC=1C(=C(NC=2C3=C(N=CN2)C=CC(=N3)N3CC(C3)NC(OC(C)(C)C)=O)C=CC1)F tert-butyl N-[1-[4-(3-chloro-2-fluoro-anilino)pyrido[3,2-d]pyrimidin-6-yl] azetidin-3-yl]carbamate